(6-vinyl-3-pyridyl)oxyethylamine C(=C)C1=CC=C(C=N1)OCCN